3-(4-{[4-(difluoromethoxy)phenyl]sulfamoyl}phenyl)-1-(pyridin-3-ylmethyl)urea FC(OC1=CC=C(C=C1)NS(=O)(=O)C1=CC=C(C=C1)NC(NCC=1C=NC=CC1)=O)F